C(CCC)C1=CC=C2C=CC=C3C4=CC=CC5=CC=CC(C1=C23)=C45 butylperylene